N1(CCCCC1)CCC(C=CC=C)=C 1-(N-piperidinyl)-3-methylenehepta-4,6-diene